Z-7-decen-1-yl acetate C(C)(=O)OCCCCCC\C=C/CC